(R)-7-cyclopropyl-5-fluoroisochroman-4-ol C1(CC1)C1=CC(=C2[C@H](COCC2=C1)O)F